CN1C(N(C2=C1C(=CC=C2)N2CCN(CC2)CC2CCC(CC2)N2N=C1C(C=C3C(C(OC(=N3)C3=NC(=CC=C3)C(F)(F)F)=O)=C1)=C2)C2C(NC(CC2)=O)=O)=O 3-[3-methyl-2-oxo-4-[4-[[4-[8-oxo-6-[6-(trifluoromethyl)-2-pyridyl]pyrazolo[3,4-g][3,1]benzoxazin-2-yl]cyclohexyl]methyl]piperazin-1-yl]benzimidazol-1-yl]piperidine-2,6-dione